Methyl 4-[(1S)-1-[[1-[(3R)-3-(3-chlorophenoxy)pyrrolidin-1-yl]-4,4-difluorocyclohexane-1-carbonyl]amino]ethyl]benzoate ClC=1C=C(O[C@H]2CN(CC2)C2(CCC(CC2)(F)F)C(=O)N[C@@H](C)C2=CC=C(C(=O)OC)C=C2)C=CC1